[13CH3]N(C(CC1=CN(C2=CC=C(C=C12)OC)C(=O)OC(C)(C)C)=O)[13CH3] tert-Butyl 3-(2-(di(methyl-13C)amino)-2-oxoethyl)-5-methoxy-1H-indole-1-carboxylate